3-bromo-N-((4-(3-cyclopropyl-1,2,4-oxadiazol-5-yl)bicyclo[2.2.2]octan-1-yl)methyl)aniline BrC=1C=C(NCC23CCC(CC2)(CC3)C3=NC(=NO3)C3CC3)C=CC1